3-(5,5'-diallyl-2,2'-dihydroxy-[1,1'-biphenyl]-3-yl)-1-phenylprop-2-en-1-one C(C=C)C=1C=C(C(=C(C1)C1=C(C=CC(=C1)CC=C)O)O)C=CC(=O)C1=CC=CC=C1